N1(C=NC=C1)C1=CC=C(N=N1)NC1=C(C(=O)[O-])C=C(C(=C1)F)F.[Li+] Lithium 2-(6-(1H-imidazol-1-yl) pyridazin-3-ylamino)-4,5-difluorobenzoate